NC=1C=C(C=C(C1)C(F)(F)F)C(C)NC1=NC=NC2=CC(=C(C=C12)N1CCN(CC1)C)Br N-(1-(3-amino-5-(trifluoromethyl)phenyl)ethyl)-7-bromo-6-(4-methylpiperazin-1-yl)quinazolin-4-amine